FC=1C=C(CC=2C=C3C(N(C=NC3=C(C2C)C)[C@H]2CCOC[C@@H]2O)=O)C=CC1C(NC[C@@H]1OCCC1)=O 1,5-anhydro-2,3-dideoxy-3-(6-(3-fluoro-4-(((2R)-tetrahydrofuran-2-ylmethyl)carbamoyl)benzyl)-7,8-dimethyl-4-oxoquinazolin-3(4H)-yl)-L-threo-pentitol